5-((4-(3-((2-((1S)-1-((tetrahydro-2H-pyran-2-yl)oxy)ethyl)-1H-imidazole-1-yl)methyl)isoxazol-5-yl)phenyl)ethynyl)pyridinamide O1C(CCCC1)O[C@@H](C)C=1N(C=CN1)CC1=NOC(=C1)C1=CC=C(C=C1)C#CC=1C=CC(=NC1)C(=O)N